NC1CCC(CC1)CCN1C[C@H](CCC1)C=1NC(N(N1)C1=CC=C(C=C1)OC)=O 5-((S)-1-(2-((1R,4S)-4-aminocyclohexyl)ethyl)piperidin-3-yl)-2-(4-methoxyphenyl)-2,4-dihydro-3H-1,2,4-triazol-3-one